2-(4-(1-(cyclopentyl(pyridin-2-yl)methyl)-5-(3,5-dimethylisoxazol-4-yl)-1H-pyrrolo[2,3-b]pyridin-3-yl)-1H-pyrazol-1-yl)acetic acid C1(CCCC1)C(N1C=C(C=2C1=NC=C(C2)C=2C(=NOC2C)C)C=2C=NN(C2)CC(=O)O)C2=NC=CC=C2